[C@H]12N(C[C@H](NC1)C2)C2=C(C=C(C=C2)F)NC(=O)C=2N=C(SC2)C2=C(C=CC=C2OC)F N-(2-((1R,4R)-2,5-diazabicyclo[2.2.1]heptan-2-yl)-5-fluorophenyl)-2-(2-fluoro-6-methoxyphenyl)thiazole-4-carboxamide